3-(4-Chloro-1-methyl-1H-benzotriazol-5-yl)-3-[7-(hydroxymethyl)-2,3-dihydro-1H-inden-5-yl]propionic acid ethyl ester C(C)OC(CC(C=1C=C2CCCC2=C(C1)CO)C1=C(C2=C(N(N=N2)C)C=C1)Cl)=O